ethyl 1-[(6-{3-azabicyclo[3.1.0]hexan-3-yl}-2-(hydroxymethyl)pyridin-3-yl)methyl]-1H-pyrazole-4-carboxylate C12CN(CC2C1)C1=CC=C(C(=N1)CO)CN1N=CC(=C1)C(=O)OCC